nerate C(\C=C(\C)/CCC=C(C)C)(=O)[O-]